2-((1S,2S)-2-hydroxycyclopentyl)-4,5-dimethyl-6-(4-(1-methyl-1H-pyrazol-3-yl)benzyl)isoindolin-1-one O[C@@H]1[C@H](CCC1)N1C(C2=CC(=C(C(=C2C1)C)C)CC1=CC=C(C=C1)C1=NN(C=C1)C)=O